N-{2-[4-(benzenesulfonyl)phenyl]ethyl}-1H-pyrrolo[3,2-c]pyridine C1(=CC=CC=C1)S(=O)(=O)C1=CC=C(C=C1)CCN1C=CC=2C=NC=CC21